rac-(3aR,6R,6aR)-1-(7,8-dihydrofuro[3,2-e][1,3]benzothiazol-2-yl)-6-hydroxyhexahydrocyclopenta[d]imidazol-2(1H)-ON N1=C(SC2=C1C1=C(C=C2)OCC1)N1C(N[C@H]2[C@@H]1[C@@H](CC2)O)=O |r|